Tert-butyl (2R,4R)-2-[[2-[(4,4-difluorocyclohexyl)amino]-1-(4-methoxy-3-pyridyl)-2-oxo-ethyl]-[4-(pentafluoro-λ6-sulfanyl)phenyl]carbamoyl]-4-hydroxy-4-methyl-pyrrolidine-1-carboxylate FC1(CCC(CC1)NC(C(C=1C=NC=CC1OC)N(C(=O)[C@@H]1N(C[C@](C1)(C)O)C(=O)OC(C)(C)C)C1=CC=C(C=C1)S(F)(F)(F)(F)F)=O)F